(2S)-2-dodecanamido-4-(methylsulfinyl)butanoic acid C(CCCCCCCCCCC)(=O)N[C@H](C(=O)O)CCS(=O)C